5-methyl-5-methoxy-carbonyl-norbornene CC1(C2C=CC(C1)C2)C(=O)OC